2,5-diaminonitrobenzene NC1=C(C=C(C=C1)N)[N+](=O)[O-]